BrC=1N(N=C2C1N=C(N=C2)C=2C(=NC=NC2OC(F)F)C2CC2)COCC[Si](C)(C)C 3-bromo-5-(4-cyclopropyl-6-(difluoromethoxy)pyrimidin-5-yl)-2-((2-(trimethylsilyl)ethoxy)methyl)-2H-pyrazolo[4,3-d]pyrimidine